FC=1C(=C(C(=C(C1F)F)F)[S+](C1=C(C(=C(C(=C1F)F)F)F)F)C1=C(C(=C(C(=C1F)F)F)F)F)C(C(C(C(F)(F)F)(F)F)(F)F)(F)F perfluorobutylTriphenylsulfonium